ClC=1C=NC(=NC1)C1CN(CC1)C(=O)C=1N=C(C2=C(N1)OC(=C2)C)NC2(CC2)C [3-(5-chloropyrimidin-2-yl)pyrrolidine-1-carbonyl]-6-methyl-N-(1-methylcyclopropyl)furo[2,3-d]pyrimidin-4-amine